FC1=CC=C(C=C1)NC1=NC(=NC(=N1)NCCC)NCC#C N-(4-Fluorophenyl)-N'-propyl-N''-prop-2-ynyl-[1,3,5]triazine-2,4,6-triamine